adenosine triphosphoramidate P(=O)(O)(OP(=O)(O)OP(=O)(O)O)N.[C@@H]1([C@H](O)[C@H](O)[C@@H](CO)O1)N1C=NC=2C(N)=NC=NC12